O1COC2=C1C=CC(=C2)NC2=NC(=NC=C2C(F)(F)F)NC2=C(C=CC(=C2)OC)C N4-(benzo[d][1,3]dioxol-5-yl)-N2-(5-methoxy-2-methylphenyl)-5-(trifluoromethyl)pyrimidine-2,4-diamine